1-(2-guanylethyl)azocyclooctane C(N)(=N)CCC1(CCCCCCC1)N=NC1CCCCCCC1